C(CS)(=O)OCC(CCCC)CC 2-Ethylhexyl thioglycolate